(2,6-di-n-butylphenyl)-4,4'-biphenyldiphosphonite C(CCC)C1=C(C(=CC=C1)CCCC)OP([O-])C1=CC=C(C=C1)C1=CC=C(C=C1)P([O-])[O-]